2-amino-4-chloro-5-iodopyridine-3-carbaldehyde NC1=NC=C(C(=C1C=O)Cl)I